C(C)(C)(C)OC(=O)N[C@@H](C(C)C)C(=O)OC[C@H]1O[C@]([C@@H]([C@@H]1O)O)(C#N)C1=CC=C2C(=NC=NN21)N |&1:18| ((2R,3S,4R,SR)-5-(4-aminopyrrolo[2,1-f][1,2,4]triazin-7-yl)-5-cyano-3,4-dihydroxytetrahydrofuran-2-yl)methyl (tert-butoxycarbonyl)-L-valinate